N-[7-[4-[[2-(dimethylamino)ethyl]methylamino]phenyl]-1,6-naphthyridine-5-yl]-1,3-propanediamine CN(CCN(C1=CC=C(C=C1)C1=NC(=C2C=CC=NC2=C1)NCCCN)C)C